NC=1C2=C(N=CN1)N(C(=C2C2=CC=C(C=C2)OC2=CC=CC=C2)C#CC2CN(C2)C2CCN(CC2)C(=O)OC(C)(C)C)C2CC(C2)O tert-butyl 4-(3-((4-amino-7-((1r,3r)-3-hydroxycyclobutyl)-5-(4-phenoxyphenyl)-7H-pyrrolo[2,3-d]pyrimidin-6-yl)ethynyl)azetidin-1-yl)piperidine-1-carboxylate